N-[trans-4-methoxypyrrolidin-3-yl]-6-methylquinolin-4-amine CO[C@H]1[C@@H](CNC1)NC1=CC=NC2=CC=C(C=C12)C